ethyl-(dimethyl)(2-phenylethyl)ammonium ammonium [NH4+].C(C)[N+](CCC1=CC=CC=C1)(C)C